2-(((2-(dimethylamino)ethyl)amino)methylene)-5-(2-iodophenyl)cyclohexane-1,3-dione CN(CCNC=C1C(CC(CC1=O)C1=C(C=CC=C1)I)=O)C